1-bromo-3,5-diisopropyl-benzene BrC1=CC(=CC(=C1)C(C)C)C(C)C